CN1N=C(C(=C1)C1=C2CCN(C(C2=CC=C1)=O)CC=1OC(=CN1)C)C(F)(F)F 5-(1-methyl-3-(trifluoromethyl)-1H-pyrazol-4-yl)-2-((5-methyloxazol-2-yl)methyl)-3,4-dihydroisoquinolin-1(2H)-one